5-nitroimino-4H-1,2,4-triazole [N+](=O)([O-])N=C1NC=NN1